FC(C1=NC2=C(N1C1=NC(=CC(=N1)N1CCN(CC1)C(CN1CCSCC1)=O)N1CCOCC1)C=CC=C2OC)F 2-{4-{2-[2-(difluoromethyl)-4-methoxy-1H-benzo[d]imidazol-1-yl]-6-morpholinopyrimidin-4-yl}piperazin-1-yl}-2-oxoethylthiomorpholin